C(C)(C)(C)OC(=O)N1C[C@H](CC1)[C@@H](C(=O)N1C(OC[C@@H]1CC1=CC=CC=C1)=O)CC1=CC(=CC(=C1)F)Br (R)-3-((S)-1-((S)-4-benzyl-2-oxooxazolidin-3-yl)-3-(3-bromo-5-fluorophenyl)-1-oxopropan-2-yl)pyrrolidine-1-carboxylic acid tert-butyl ester